2-(trifluoro-methyl)isonicotinic acid FC(C=1C=C(C(=O)O)C=CN1)(F)F